N-methyl-N-n-hexyl-fumaric acid amide CN(C(\C=C\C(=O)O)=O)CCCCCC